3-((11-(dimethyl(perfluorophenyl)silyl)undecyl)thio)propyl hydrogen ((((R)-1-(6-amino-9H-purin-9-yl)propan-2-yl)oxy)methyl)phosphonate NC1=C2N=CN(C2=NC=N1)C[C@@H](C)OCP(OCCCSCCCCCCCCCCC[Si](C1=C(C(=C(C(=C1F)F)F)F)F)(C)C)(O)=O